ClC1=C(C(=CC=C1)C)NC(=O)C1=CN=C(S1)NC1=NC(=NC(=C1)N1CCC(CC1)N1CCN(CC1)CC=1C=C2CN(C(C2=CC1)=O)C1C(NC(CC1)=O)=O)C N-(2-Chloro-6-methylphenyl)-2-((6-(4-(4-((2-(2,6-dioxopiperidin-3-yl)-1-oxoisoindoline-5-yl)methyl)piperazin-1-yl)piperidin-1-yl)-2-methylpyrimidin-4-yl)amino)thiazole-5-carboxamide